C(C)(=O)OC=1C(C(OC1C)C)=O 4-acetoxy-2,5-dimethyl-3(2H)-furanon